triethyl-amine carbon [C].C(C)N(CC)CC